magnesium n-hexane (Z)-5-octadecenyl-acetate C(CCC\C=C/CCCCCCCCCCCC)CC(=O)[O-].CCCCCC.[Mg+2].C(CCC\C=C/CCCCCCCCCCCC)CC(=O)[O-]